N1(CCC1)C=1N=NN(C1)CC(=O)N1[C@@H](C[C@H](C1)F)C(=O)N[C@@H](C1=CC=CC=C1)C1=NC(=C(C=C1)C(C)C)F (2S,4R)-1-{2-[4-(azetidin-1-yl)-1H-1,2,3-triazol-1-yl]acetyl}-4-fluoro-N-[(S)-[6-fluoro-5-(propan-2-yl)pyridin-2-yl](phenyl)methyl]pyrrolidine-2-carboxamide